N1(CCC1)CC(C(=O)N[C@H]1CN(CCC1)C1=NC=C(C=N1)NC1=CC=C(C=C1)C1=CC2=C(N=CN=C2N2CCOCC2)N1)=C (R)-2-(azetidin-1-ylmethyl)-N-(1-(5-((4-(4-morpholino-7H-pyrrolo[2,3-d]pyrimidin-6-yl)phenyl)amino)pyrimidin-2-yl)piperidin-3-yl)acrylamide